7-Hydroxycholesten-3-one OC1[C@H]2[C@@H]3CC[C@H]([C@@H](CCCC(=C)C)C)[C@]3(CC[C@@H]2[C@]2(CCC(CC2C1)=O)C)C